ClC1=CC(=C2C(=N1)C(=C(S2)C(CO)(C)O)C)NCC=2OC=CC2 2-(5-chloro-7-{[(furan-2-yl)methyl]amino}-3-methylthieno[3,2-b]pyridin-2-yl)propane-1,2-diol